1-(4-(2-(4-methoxyphenyl)propan-2-yl)thiazol-2-yl)-3-(3-methoxypropyl)urea COC1=CC=C(C=C1)C(C)(C)C=1N=C(SC1)NC(=O)NCCCOC